NC1CCC(CC1)C(C)(C)C1CCC(CC1)N 2,2-bis-(4-amino-cyclohexyl)-propane